1,2-di(2-fluoroethoxy)ethane FCCOCCOCCF